FC1=C(C(=C(C=C1C1=NN(C2=NC(=C(C=C21)F)N2CCOC1(CCC1)C2)C)C(F)(F)F)F)O 2,6-Difluoro-3-(5-fluoro-1-methyl-6-(5-oxa-8-azaspiro[3.5]nonan-8-yl)-1H-pyrazolo[3,4-b]pyridin-3-yl)-5-(trifluoromethyl)phenol